Ethyl 4-bromo-1-methyl-2-phenyl-1H-imidazole-5-carboxylate BrC=1N=C(N(C1C(=O)OCC)C)C1=CC=CC=C1